ethyl 1-methyl-1H-pyrrolo[2,3-c]pyridine-2-carboxylate CN1C(=CC=2C1=CN=CC2)C(=O)OCC